FC=1C=NN2C1C(NC1=C(C(=CC=C21)CN2CC=1N(C(=NC1C2)C=2C=CC(=NC2)C(=O)NC)C)F)=O 5-(5-((3,6-difluoro-4-oxo-4,5-dihydropyrazolo[1,5-a]quinoxalin-7-yl)methyl)-1-methyl-1,4,5,6-tetrahydropyrrolo[3,4-d]imidazol-2-yl)-N-methylpicolinamide